Br[P+](N1CCCC1)(N1CCCC1)N1CCCC1 Bromo(tripyrrolidin-1-yl)phosphonium